FC(C(=O)O)(F)F.CC=1C=CN2N=C(N=C(C21)N)C=2N(C=CN2)C 5-methyl-2-(1-methyl-1H-imidazol-2-yl)pyrrolo[2,1-f][1,2,4]triazin-4-amine trifluoroacetate salt